6-[2-(cyclopropylcarbamoyl)phenyl]thio-3-[(E)-2-[5-(2-pyrrolidin-1-ylethoxy)-2-pyridyl]vinyl]indazole-1-carboxylic acid tert-butyl ester C(C)(C)(C)OC(=O)N1N=C(C2=CC=C(C=C12)SC1=C(C=CC=C1)C(NC1CC1)=O)\C=C\C1=NC=C(C=C1)OCCN1CCCC1